1-[3-[7-(difluoromethyl)-6-(1-methylpyrazol-4-yl)-3,4-dihydro-2H-quinolin-1-yl]-1-[1-[(3S)-pyrrolidin-3-yl]-4-piperidyl]-6,7-dihydro-4H-pyrazolo[4,3-c]pyridin-5-yl]ethanone FC(C1=C(C=C2CCCN(C2=C1)C1=NN(C2=C1CN(CC2)C(C)=O)C2CCN(CC2)[C@@H]2CNCC2)C=2C=NN(C2)C)F